(2,2'-dimethyl-[1,1'-biphenyl]-3,3'-diyl)bis(5,6,7,8-tetrahydroimidazo[1,2-a]pyrazine-2-carboxamide) CC1=C(C=CC=C1C1=C(N=C2N1CCNC2)C(=O)N)C2=C(C(=CC=C2)C2=C(N=C1N2CCNC1)C(=O)N)C